CC(C(=O)OCC[Si](OCC)(OCC)OCC)=C 2-(methyl)acryloxyethyl-triethoxysilane